BrC1=CC=C(S1)\C=C/1\C(NC2=CC=CC=C12)=O (E)-3-((5-bromothiophen-2-yl)methylene)indol-2-one